palladium-silver-copper-platinum-gold-zinc [Zn].[Au].[Pt].[Cu].[Ag].[Pd]